(S)-2-amino-N-(3-(7-ethyl-7-hydroxy-8,11-dioxo-7,8,11,13-tetrahydro-10H-[1,3]-dioxolo[4,5-g]pyrano[3',4':6,7]indolizino[1,2-b]quinolin-14-yl)phenyl)acetamide NCC(=O)NC1=CC(=CC=C1)C1=C2C(=NC=3C=C4C(=CC13)OCO4)C4=CC1=C(C(N4C2)=O)COC([C@]1(O)CC)=O